((3aR,4R,6R,6aR)-6-(6-(benzylamino)-9H-purin-9-yl)-2,2-dimethyltetrahydrofuro[3,4-d][1,3]dioxol-4-yl)methanol C(C1=CC=CC=C1)NC1=C2N=CN(C2=NC=N1)[C@@H]1O[C@@H]([C@@H]2[C@H]1OC(O2)(C)C)CO